NC1=NC(=CC(=N1)N1[C@@H](COCCC1)C=1C=C(C=CC1Cl)NC(=O)C1CC1)C |r| (+/-)-N-[3-[4-(2-amino-6-methyl-pyrimidin-4-yl)-1,4-oxazepan-3-yl]-4-chloro-phenyl]cyclopropanecarboxamide